1-trifluoromethyl-4-(methylsulfinyl)benzene FC(C1=CC=C(C=C1)S(=O)C)(F)F